ClC=1N=C(C2=C(N1)NC=C2)NC2=CC=CC=C2 2-chloro-N-phenyl-7H-pyrrolo[2,3-d]pyrimidin-4-amine